2-((1S,3R)-3-((5-bromo-4-(trifluoromethyl)pyrimidin-2-yl)amino)cyclohexyl)-6-nitroisoindolin-1-one BrC=1C(=NC(=NC1)N[C@H]1C[C@H](CCC1)N1C(C2=CC(=CC=C2C1)[N+](=O)[O-])=O)C(F)(F)F